BrC=1C=CC(=NC1)OCCCCC#CC1=C2CN(C(C2=CC=C1)=O)C1C(N(C(CC1)=O)COCC[Si](C)(C)C)=O 3-(4-(6-((5-bromopyridin-2-yl)oxy)hex-1-yn-1-yl)-1-oxoisoindolin-2-yl)-1-((2-(trimethylsilyl)ethoxy)methyl)piperidine-2,6-dione